NC1=C(C=O)C=CN=C1C 3-AMINO-2-METHYLISONICOTINALDEHYDE